CON(C(C(C)(C)NC(OCC1=CC=CC=C1)=O)=O)C Benzyl (1-(methoxy(methyl)amino)-2-methyl-1-oxopropan-2-yl)carbamate